CC(C=C1C(CC(CC1)N=CC(C)C)CN)C (2-methylpropylidene)-5-[(2-methylpropylidene)amino]cyclohexanemethylamine